tert-butyl-3-(4-formylthiazole-2-carbonyl)-6-fluoro-1H-indole-1-carboxylate C(C)(C)(C)OC(=O)N1C=C(C2=CC=C(C=C12)F)C(=O)C=1SC=C(N1)C=O